tert-butyl 4-[[4-[3-[[4-[[(7R)-8-cyclopentyl-7-ethyl-5-methyl-6-oxo-7H-pteridin-2-yl] amino]-3-methoxy-benzoyl]amino]propyl]piperazin-1-yl]methyl]piperidine-1-carboxylate C1(CCCC1)N1[C@@H](C(N(C=2C=NC(=NC12)NC1=C(C=C(C(=O)NCCCN2CCN(CC2)CC2CCN(CC2)C(=O)OC(C)(C)C)C=C1)OC)C)=O)CC